6-(2-phenylimidazo[1,2-a]pyridin-6-yl)-N-(1H-pyrazol-3-yl)quinazolin-4-amine C1(=CC=CC=C1)C=1N=C2N(C=C(C=C2)C=2C=C3C(=NC=NC3=CC2)NC2=NNC=C2)C1